FC1=NN2C(N=CC3=C2C(C[C@H]3C(=O)NC=3C=NC(=C(C3)C)N3N=CC=N3)(C)C)=C1 (R)-2-fluoro-8,8-dimethyl-N-(5-methyl-6-(2H-1,2,3-triazol-2-yl)pyridin-3-yl)-7,8-dihydro-6H-cyclopenta[e]pyrazolo[1,5-a]pyrimidine-6-carboxamide